C1(=CC=CC=C1)C(C=O)C1=CC=CC=C1 2,2-diphenylethan-1-one